5,10,15,20-tetra(4-hydroxyphenyl)porphyrin OC1=CC=C(C=C1)C=1C2=CC=C(N2)C(=C2C=CC(C(=C3C=CC(=C(C=4C=CC1N4)C4=CC=C(C=C4)O)N3)C3=CC=C(C=C3)O)=N2)C2=CC=C(C=C2)O